CC1=CC=NS(O1)(=O)=O.[K] Potassium 6-methyl-2,2-dioxo-oxathiazin